2-cyclobutyl-4,5,6,7-tetrahydro-2H-pyrazolo[4,3-c]pyridine C1(CCC1)N1N=C2C(CNCC2)=C1